N-hydroxy-4-(4-oxo-3,4-dihydroquinazolin-2-yl)butanamide ONC(CCCC1=NC2=CC=CC=C2C(N1)=O)=O